O=[Se].[Ge] germanium oxyselenide